ClC1=C(C(=CC=C1)Cl)C1CC(=NO1)C=1N=C(SC1)C1CCN(CC1)C(COC1=NC(=CN=C1)C(F)(F)F)=O 1-(4-(4-(5-(2,6-dichlorophenyl)-4,5-dihydroisoxazol-3-yl)thiazol-2-yl)piperidin-1-yl)-2-((6-(trifluoromethyl)pyrazin-2-yl)oxy)ethan-1-one